ClC(C(=O)OC(C(Cl)Cl)=O)Cl 2,2-dichloroacetic anhydride